1-((3-cyanophenyl)sulfonyl)N-(benzo[d]thiazol-5-yl)-piperidine-4-carboxamide C(#N)C=1C=C(C=CC1)S(=O)(=O)N1CCC(CC1)C(=O)NC=1C=CC2=C(N=CS2)C1